FC(C(=O)OC(C(OC(C(OC(C(C(C(F)(F)F)(F)F)(F)F)(F)F)(F)F)(F)F)(F)F)=O)(OC(C(OC(C(C(C(F)(F)F)(F)F)(F)F)(F)F)(F)F)(F)F)F perfluoro-3,6-dioxadecanoic anhydride